3-(3,4-dichlorophenyl)-1-ethyl-8-((tetrahydro-2H-pyran-4-yl)methyl)-1,3,8-triazaspiro[4.5]decane-2,4-dione ClC=1C=C(C=CC1Cl)N1C(N(C2(C1=O)CCN(CC2)CC2CCOCC2)CC)=O